CSC=1C=C(C=CC1)[C@@H](C)O (R)-1-(3-(methylthio)phenyl)ethan-1-ol